C(C)(C)C1=NC=C(C=N1)C(=O)NC=1C(=NC=CC1C1=CC=CC=C1)N1CC2(COC2)C1 2-isopropyl-N-(4-phenyl-2-(2-oxa-6-azaspiro[3.3]heptan-6-yl)pyridin-3-yl)pyrimidine-5-carboxamide